C(CCC)SCOCSCCCC butylthiomethyl ether